FC([C@@H](O)[C@H]1[C@@H]2CCN([C@H]([C@H]2CCC1)C)C(CC1=C(C(=NC=C1Cl)[C@@H](C)O)Cl)=O)F 1-[(1S,4aR,5R,8aS)-5-[(1S)-2,2-difluoro-1-hydroxy-ethyl]-1-methyl-3,4,4a,5,6,7,8,8a-octahydro-1H-isoquinolin-2-yl]-2-[3,5-dichloro-2-[(1R)-1-hydroxyethyl]-4-pyridyl]ethanone